N1C=NC2=C1C=CC(=C2)C=2N=C(NC2C2=NC=CC=C2)C2=C(C(=O)N)C=CC=C2 [4-(1,3-benzodiazol-5-yl)-5-(2-pyridyl)-1H-imidazol-2-yl]benzamide